2-(2-chlorophenyl)-N-(1-(2-hydroxyethyl)-4-sulfamoyl-2H-indazol-6-yl)acetamide ClC1=C(C=CC=C1)CC(=O)NC1=CC(=C2CNN(C2=C1)CCO)S(N)(=O)=O